NC1(CN(CC1)C=1N(C(C2=C(N1)NC=C2C2=C(C1=CN(N=C1C=C2)C)Cl)=O)C)CO 2-(3-amino-3-(hydroxy-methyl)pyrrolidin-1-yl)-5-(4-chloro-2-methyl-2H-indazol-5-yl)-3-methyl-3,7-dihydro-4H-pyrrolo[2,3-d]pyrimidin-4-one